N-((7-chloro-5-cyclopropyl-2,3-dihydro-1H-inden-4-yl)carbamoyl)-1-isopropyl-1H-pyrazole-3-sulfonamide ClC=1C=C(C(=C2CCCC12)NC(=O)NS(=O)(=O)C1=NN(C=C1)C(C)C)C1CC1